C(CCCCCCC\C=C/CCCCCCCC)(=O)OCCCCCCCCCCCCCCCCCC(=O)O 18-(oleoyloxy)octadecanoic acid